Boc-L-alanyl-phenylalanine C(=O)(OC(C)(C)C)N[C@@H](C)C(=O)N[C@@H](CC1=CC=CC=C1)C(=O)O